(1,5-hexadiene) rhodium (I) chloride [Rh]Cl.C=CCCC=C